tert-butyl (3S)-3-[(6-chloropyrazolo[3,4-d]pyrimidin-1-yl)methyl]piperidine-1-carboxylate ClC1=NC=C2C(=N1)N(N=C2)C[C@@H]2CN(CCC2)C(=O)OC(C)(C)C